Tert-Butyl-(Hydroxymethyl)(Vinyl)Phosphine Oxide C(C)(C)(C)P(C=C)(CO)=O